ClC1=CC=C(C=C1)C=1N(C(=C(N1)C1=CC=CC=C1)C(C)=O)C1=CC=CC=C1 1-(2-(4-chlorophenyl)-1,4-diphenyl-1H-imidazol-5-yl)ethane-1-one